(E)-tert-Butyl 6-(2-(1,8-naphthyridin-2-yl)vinyl)-2-azaspiro[3.3]heptane-2-carboxylate N1=C(C=CC2=CC=CN=C12)/C=C/C1CC2(CN(C2)C(=O)OC(C)(C)C)C1